BrC1=CC=C(C=2CCOC21)CCl 7-bromo-4-(chloromethyl)-2,3-dihydrobenzofuran